CCC1=C(C(=NC1=O)/C=C\\2/C(=C(/C(=C/C3=C(C(=C(N3)/C=C\\4/C(=C/C)/[C@H](C(=O)N4)C)C)CCC(=O)[O-])/N2)CCC(=O)[O-])C)C The molecule is a dicarboxylic acid dianion obtained by deprotonation of the carboxy groups of (3E)-phycocyanobilin; major species at pH 7.3. It is a dicarboxylic acid dianion and a linear tetrapyrrole anion. It is a conjugate base of a (3E)-phycocyanobilin.